C(C1=CC=CC=C1)NC(N[C@@H](CC1=CC=C(C=C1)NS(=O)(=O)O)C=1N=C(SC1)C=1SC=CC1)=O 4-{(S)-2-(3-benzylureido)-2-[2-(thiophen-2-yl)thiazol-4-yl]ethyl}phenylaminosulfonic acid